Cl.FC(C1=NC=CC(=C1)OC1CC(C1)N)(F)F (1r,3r)-3-((2-(trifluoromethyl)pyridin-4-yl)oxy)cyclobutane-1-amine hydrochloride